Methanodiazepine N1N=C2C(=CC=C1)C2